(R)-3-chloro-4-((3,5-difluoropyridin-2-yl)methoxy)-2'-(2-(2-hydroxypropan-2-yl)thiazol-4-yl)-5',6-dimethyl-2H-[1,4'-bipyridine] ClC=1CN(C(=CC1OCC1=NC=C(C=C1F)F)C)C1=CC(=NC=C1C)C=1N=C(SC1)C(C)(C)O